O=C1C=C(CCN1)OS(=O)(=O)C(F)(F)F.[N+](=[N-])(C=C=O)C=C=O diazodiketene 6-Oxo-1,2,3,6-tetrahydropyridin-4-yl-triflate